N(=[N+]=[N-])\C(\C(=O)OC)=C/C1=C(C(=CC=C1)Cl)Cl 1-Methyl (Z)-2-Azido-3-(2,3-Dichlorophenyl)Prop-2-Enoate